N12OCCC(CC1)C2 oxa-azabicyclo-[3.2.1]octane